tert-butyl 4-[1-(2-{[(benzyloxy) carbonyl] amino} ethyl)-4-bromoindazol-3-yl]piperidine-1-carboxylate C(C1=CC=CC=C1)OC(=O)NCCN1N=C(C2=C(C=CC=C12)Br)C1CCN(CC1)C(=O)OC(C)(C)C